C1(CCC1)OC1=NC=NN2C1=C(C=C2)C=2C=C1C(=NC2)N=C(N1C1CC1)C 6-(4-cyclobutoxypyrrolo[2,1-f][1,2,4]triazin-5-yl)-1-cyclopropyl-2-methyl-1H-imidazo[4,5-b]pyridine